tert-butyl (2R)-2-methylaziridine-1-carboxylate C[C@H]1N(C1)C(=O)OC(C)(C)C